NC1=C(C=CC=C1)NC=1C=CC(=NC1)NCC(F)(F)F N5-(2-aminophenyl)-N2-(2,2,2-trifluoroethyl)pyridine-2,5-diamine